(4R)-4-[(3S,5R,7R,8R,9S,10S,13R,14S,17R)-7-acetoxy-3-ethynyl-3-hydroxy-10,13-dimethyl-1,2,4,5,6,7,8,9,11,12,14,15,16,17-tetradecahydrocyclopenta[a]phenanthren-17-yl]pentanoic acid C(C)(=O)O[C@@H]1C[C@@H]2C[C@](CC[C@@]2([C@H]2CC[C@@]3([C@H](CC[C@H]3[C@H]12)[C@@H](CCC(=O)O)C)C)C)(O)C#C